7-(Dimethylphosphoryl)-1-methyl-4-[4-(5-methyl-1,3-benzooxazol-2-yl)piperidin-1-yl]-2-oxo-1,2-dihydro-quinoline-3-carbonitrile CP(=O)(C)C1=CC=C2C(=C(C(N(C2=C1)C)=O)C#N)N1CCC(CC1)C=1OC2=C(N1)C=C(C=C2)C